methyl (S)-2-((4-((6-((4-cyano-2-fluorophenoxy) methyl)-5-fluoropyridin-2-yl) oxy) piperidin-1-yl) methyl)-1-(oxetan-2-ylmethyl)-1H-benzo[d]imidazole-6-carboxylate C(#N)C1=CC(=C(OCC2=C(C=CC(=N2)OC2CCN(CC2)CC2=NC3=C(N2C[C@H]2OCC2)C=C(C=C3)C(=O)OC)F)C=C1)F